CN(C)C Trimethylamin